CN(C(OC(C)(C)C)=O)C1=CC=2N(C=C1)N=CC2B2OC(C(O2)(C)C)(C)C tert-butyl N-methyl-N-[3-(4,4,5,5-tetramethyl-1,3,2-dioxaborolan-2-yl)pyrazolo[1,5-a]pyridin-5-yl]carbamate